5-(2,4-Difluorophenyl)-1H-pyrrolo[2,3-c]pyridin-2(3H)-one FC1=C(C=CC(=C1)F)C=1C=C2C(=CN1)NC(C2)=O